n-octylTMSn-octyltrimethylsilane C(CCCCCCC)C[Si](C)(C)CCCCCCCC[Si](C)(C)C